3-methyl-1,4-oxazepan CC1COCCCN1